nonanyne C#CCCCCCCC